FC1=C(CNC(=O)C=2C(C(=C3C(N4C5=C(OC[C@H](N3C2)C4)C=C(C(=C5)F)F)=O)O)=O)C=CC(=C1)F |r| (6R)- and (6S)-N-(2,4-difluorobenzyl)-10,11-difluoro-1-hydroxy-2,14-dioxo-2,6,7,14-tetrahydro-6,13-methanobenzo[b]pyrido[2,1-f][1,4,7]oxadiazonine-3-carboxamide